2-chloro-4,6-di-(4-n-butyl-amino-1,2,2,6,6-pentamethylpiperidyl)-1,3,5-triazine ClC1=NC(=NC(=N1)C1(C(N(C(CC1CCCC)(C)C)C)(C)C)N)C1(C(N(C(CC1CCCC)(C)C)C)(C)C)N